[Si](C)(C)(C(C)(C)C)OC(CN1C(=NC(=C1)C(C)C)COCC)(C)C 1-{2-[(Tert-butyldimethylsilyl)oxy]-2-methylpropyl}-2-(ethoxymethyl)-4-(prop-2-yl)-1H-imidazole